[3-[4-(7H-pyrrolo[2,3-d]pyrimidin-4-yl)-1H-pyrazol-1-yl]-1-(8-{[6-(trifluoromethyl)pyridin-3-yl]carbonyl}-8-azabicyclo[3.2.1]oct-3-yl)azetidin-3-yl]acetonitrile N1=CN=C(C2=C1NC=C2)C=2C=NN(C2)C2(CN(C2)C2CC1CCC(C2)N1C(=O)C=1C=NC(=CC1)C(F)(F)F)CC#N